Trimethoxy-[4-[2-(4-methyl-2-pyridyl)-4-pyridyl]butyl]silane CO[Si](CCCCC1=CC(=NC=C1)C1=NC=CC(=C1)C)(OC)OC